3,4-dihydroxy-α-chloroacetophenone C1=CC(=C(C=C1C(=O)CCl)O)O